FC(COC(C(=O)Cl)=O)(F)F.C[C@H]1CC[C@@H](N(C1)C(C(=O)N)=O)C1=CC(=C(C(=C1)F)F)F 2-((2R,5S)-5-methyl-2-(3,4,5-trifluorophenyl)piperidin-1-yl)-2-oxoacetamide 2,2,2-Trifluoroethyl-2-chloro-2-oxo-acetate